CC(CC(F)(F)F)OC(CC(F)(F)F)C methyltrifluoropropylether